C(C)OC(=O)C1CCCCC1OC Ethoxycarbonyl-6ξ-methoxy-cyclohexan